NC1=NC(N(C2=CC(=CC(=C12)F)Cl)C1=C(C=CC=C1)C)=O 4-Amino-7-chloro-5-fluoro-1-(o-tolyl)quinazolin-2(1H)-one